C(C)C([C@H](N)C(=O)O)C1=CNC2=CC=CC=C12 (2S,3S)-β-ethyltryptophan